CCCCCCCCC=CCC=CCC=CCC octadeca-9,12,15-triene